ClC=1C=C2C(=CC=NC2=CC1)NC1=CC(=CC(=C1)OCC1OCCC1)OC 6-Chloro-N-(3-methoxy-5-((tetrahydrofuran-2-yl)methoxy)phenyl)quinolin-4-amine